C1(CC1)OC1=NC=CC=C1C=1C=NN2C1N=C(C(=C2)F)N2CCNCC2 3-[2-(cyclopropoxy)-3-pyridyl]-6-fluoro-5-piperazin-1-yl-pyrazolo[1,5-a]pyrimidine